C(C)(C)(C)OC(=O)N1N=C(C=C1C1CC1)NCC(C)C=1N=C(SC1)Br 3-(2-(2-bromothiazol-4-yl)propylamino)-5-cyclopropyl-1H-pyrazole-1-carboxylic acid tert-butyl ester